O1CCC(CC1)NC1=CC2=C(C=N1)C=C(N2)C2=NC=NC(=C2)NCC(F)(F)F N-(tetrahydro-2H-pyran-4-yl)-2-(6-(2,2,2-trifluoroethylamino)pyrimidin-4-yl)-1H-pyrrolo[3,2-c]pyridin-6-amine